The molecule is an unsaturated fatty acyl-CoA that results from the formal condensation of the thiol group of coenzyme A with the carboxy group of (2-trans,4-cis)-deca-2,4-dienoic acid. It is a medium-chain fatty acyl-CoA, an unsaturated fatty acyl-CoA and a (2E,4Z)-dienoyl-CoA. It derives from a coenzyme A. It is a conjugate acid of a (2E,4Z)-deca-2,4-dienoyl-CoA(4-). CCCCC/C=C\\C=C\\C(=O)SCCNC(=O)CCNC(=O)[C@@H](C(C)(C)COP(=O)(O)OP(=O)(O)OC[C@@H]1[C@H]([C@H]([C@@H](O1)N2C=NC3=C(N=CN=C32)N)O)OP(=O)(O)O)O